O=C(CCSSCCC(=O)OCCC)OCCC (3-oxo-3-propoxypropyl) disulfide